1-(4-Methoxyphenyl)-2-(4-nitrophenoxy)ethan-1-one COC1=CC=C(C=C1)C(COC1=CC=C(C=C1)[N+](=O)[O-])=O